C(C=1C(N)=CC=CC1)(=O)O anthranilic acid